C(#N)C1=CC=C(C=C1)[C@H](CC1=NC(=NC(=N1)N[C@@H](CO)CC(C)C)NS(=O)(=O)C)C N-(4-((S)-2-(4-cyanophenyl)propyl)-6-(((R)-1-hydroxy-4-methylpent-2-yl)amino)-1,3,5-triazin-2-yl)methanesulfonamide